(1S,2S)-N-(7-methoxy-4-(1-methyl-3-phenyl-1H-pyrazol-4-yl)quinazolin-6-yl)-2-(trifluoromethyl)cyclopropane-1-carboxamide COC1=C(C=C2C(=NC=NC2=C1)C=1C(=NN(C1)C)C1=CC=CC=C1)NC(=O)[C@@H]1[C@H](C1)C(F)(F)F